(R)-4-(2-(1H-pyrazol-3-yl)-7-(2,2,2-trifluoroethyl)-6,7,8,9-tetrahydro-2H-1,2,3,7-tetraazabenzo[cd]azulene-4-yl)-3-methylmorpholine N1N=C(C=C1)N1N=C2CCN(CC=3C2=C1N=C(C3)N3[C@@H](COCC3)C)CC(F)(F)F